ClC1=C(C(=O)NCC=2C=NN(C2)CC2CN(C2)C(=O)OC(C)(C)C)C=CC(=C1)NC(=O)C=1N(C(=CN1)C1=C(C(=C(C=C1)OC)F)F)C tert-butyl 3-[[4-[[[2-chloro-4-[[5-(2,3-difluoro-4-methoxy-phenyl)-1-methyl-imidazole-2-carbonyl]amino]benzoyl]amino]methyl]pyrazol-1-yl]methyl]azetidine-1-carboxylate